2-fluoro-6-(trifluoromethyl)benzenesulfonyl chloride FC1=C(C(=CC=C1)C(F)(F)F)S(=O)(=O)Cl